C1(CC1)CC1=C(C=NN1C)C1=NC(=NC=C1)NC1CCC(CC1)NC(COC)=O N-((1R,4R)-4-((4-(5-(cyclopropyl-methyl)-1-methyl-1H-pyrazol-4-yl)pyrimidin-2-yl)amino)cyclohexyl)-2-methoxyacetamide